3-(4-((2-cyclopropylethyl)((1s,4s)-4-(((1-(trifluoromethyl)cyclopropyl)methyl)amino)cyclohexyl)amino)-6-fluoro-1-oxoisoindolin-2-yl)piperidine-2,6-dione C1(CC1)CCN(C1=C2CN(C(C2=CC(=C1)F)=O)C1C(NC(CC1)=O)=O)C1CCC(CC1)NCC1(CC1)C(F)(F)F